BrC1=CC(=C2C(N(C(C2=C1)=O)CC1=CC=C(C=C1)OC)C1=C(C=CC(=C1)F)Cl)NC(=O)C1CC(CCC1)C(F)(F)F N-(6-bromo-3-(2-chloro-5-fluorophenyl)-2-(4-methoxybenzyl)-1-oxoisoindol-4-yl)-3-(trifluoromethyl)cyclohexane-1-carboxamide